C1(CC1)C1=CC(=CC(=N1)N1C(C2=C3C(C(=CC=C13)F)=CC(=C2)CN2C[C@H](OCC2)C)=O)[C@H](C2=NN=CN2C)C2CC2 1-(6-cyclopropyl-4-((R)-cyclopropyl(4-methyl-4H-1,2,4-triazol-3-yl)methyl)pyridin-2-yl)-6-fluoro-4-(((R)-2-methylmorpholino)methyl)benzo[cd]indol-2(1H)-one